ClC=1C=CC2=C(C(C[C@@H](O2)C(=O)NC2C[C@H]3CC[C@@H](C2)N3CCCOC3=CC=C(C=C3)Cl)=O)C1 (2R)-6-chloro-N-{(1R,3r,5S)-8-[3-(4-chlorophenoxy)propyl]-8-azabicyclo[3.2.1]octan-3-yl}-4-oxo-3,4-dihydro-2H-1-benzopyran-2-carboxamide